ClC1=C(C(=O)NCCC2=CC=CC=C2)C=CC=C1 2-chloro-N-phenethylbenzamide